C(C)OC1(N(C2=CC=CC=C2C=C1)CC)C(=O)OC 2-ethoxy-N-ethyl-methoxycarbonyl-1,2-dihydroquinoline